γ-glycidoxypropyl-triethoxysilane methyl-2-[benzyloxycarbonyl-[2-(tert-butoxycarbonylamino)ethyl]amino]-3-phenyl-propanoate COC(C(CC1=CC=CC=C1)N(CCNC(=O)OC(C)(C)C)C(=O)OCC1=CC=CC=C1)=O.C(C1CO1)OCCC[Si](OCC)(OCC)OCC